1,3-dimethyl-5-pyrazolecarboxylic acid CN1N=C(C=C1C(=O)O)C